FC1=C2C(=C(N=N1)C1=CC=CC=C1)N=CC=N2 5-fluoro-8-phenylpyrazino[2,3-D]pyridazine